ClC1=C(C(=O)NC=2C=C(C=CC2N2CCN(CC2)C)N2N=NC(=C2)C(=O)NCCCN2CCOCC2)C=C(C(=C1)C)[N+](=O)[O-] 1-[3-[(2-chloro-4-methyl-5-nitro-benzoyl)amino]-4-(4-methylpiperazin-1-yl)phenyl]-N-(3-morpholinopropyl)triazole-4-carboxamide